(R)-2-((1,4-dioxo-1,4-dihydronaphthalen-2-yl)amino)-3-phenyl-N-(2-methyl-4-bromophenyl)-propionamide O=C1C(=CC(C2=CC=CC=C12)=O)N[C@@H](C(=O)NC1=C(C=C(C=C1)Br)C)CC1=CC=CC=C1